CC1=CC=CC=C1C#CC2=CC=CC=C2 1-methyl-2-phenylethynyl-benzene